NC=1C=C(C=CC1OC(F)(F)F)S(=O)(=O)N[C@]1(CNCC1)C1=CC(=C(C=C1)F)C (S)-3-amino-N-(3-(4-fluoro-3-methylphenyl)pyrrolidin-3-yl)-4-(trifluoromethoxy)benzenesulfonamide